8-((S)-4-acryloyl-2-methylpiperazin-1-yl)-3-(8-chloronaphthalen-1-yl)-2-ethyl-6-(((S)-1-methylpyrrolidin-2-yl)methoxy)pyrimido[5,4-d]Pyrimidin-4(3H)-one C(C=C)(=O)N1C[C@@H](N(CC1)C1=NC(=NC2=C1N=C(N(C2=O)C2=CC=CC1=CC=CC(=C21)Cl)CC)OC[C@H]2N(CCC2)C)C